NC1=C(C=2C(=NC(=C(N2)C)C)N1C1=C(C(=CC=C1C)OC)C)C(=O)N 6-amino-5-(3-methoxy-2,6-dimethyl-phenyl)-2,3-dimethyl-pyrrolo[2,3-b]pyrazine-7-carboxamide